ClC1=C(C=CC(=C1)N1CCOCC1)CN1C[C@H](N(CC1)C(=O)OC(C(F)(F)F)C(F)(F)F)C 1,1,1,3,3,3-hexafluoropropan-2-yl (2R)-4-[[2-chloro-4-(morpholin-4-yl)phenyl]methyl]-2-methylpiperazine-1-carboxylate